CC1=CC(C(=NN1C1=CC=CC=C1)C(=O)N[C@@H]1C(N(C2=C(OC1)C=CC=N2)C)=O)=O (S)-6-methyl-N-(5-methyl-4-oxo-2,3,4,5-tetrahydropyrido[3,2-b][1,4]oxazepin-3-yl)-4-oxo-1-phenyl-1,4-dihydropyridazine-3-carboxamide